C\C(=C/CC[C@@]1([C@H](CC=2C(=C3CN(C(C3=CC2O)=O)[C@H](C(=O)NCCOC)CCCN2C(C3=CC(=C4C(=C3C2)O[C@@]([C@H](C4)O)(CC\C=C(\CCC=C(C)C)/C)C)O)=O)O1)O)C)\CCC=C(C)C (S)-2,5-bis((2R,3S)-2-((E)-4,8-dimethylnona-3,7-dien-1-yl)-3,5-dihydroxy-2-methyl-7-oxo-3,4,7,9-tetrahydropyrano[2,3-e]isoindol-8(2H)-yl)-N-(2-methoxyethyl)pentanamide